CC1(OB(OC1(C)C)C1=CC=C(C=C1)N1CCN(CC1)C=1C=CC(=NC1)N1N=NC(=C1)C(C)O)C 1-(1-(5-(4-(4-(4,4,5,5-tetramethyl-1,3,2-dioxaborolan-2-yl)phenyl)piperazin-1-yl)pyridin-2-yl)-1H-1,2,3-triazol-4-yl)ethan-1-ol